2-isopropyl-4,8-dimethyl-6-nitro-4-phenyl-1,2,3,4-tetrahydroquinoline C(C)(C)C1NC2=C(C=C(C=C2C(C1)(C1=CC=CC=C1)C)[N+](=O)[O-])C